C(CCCCCCCC)OB(O)O n-nonyl-boric acid